benzoxazolinone O=C1NC2C=CC=CC=2O1